BrC=1C=2N(C(=NC1C1=CC=CC=C1)N)C=CN2 8-bromo-7-phenylimidazo[1,2-c]pyrimidin-5-amine